5-methoxyuridine triphosphate P(O)(=O)(OP(=O)(O)OP(=O)(O)O)OC[C@@H]1[C@H]([C@H]([C@@H](O1)N1C(=O)NC(=O)C(=C1)OC)O)O